N-[(2S)-1-({(1S)-1-cyano-2-[(3S)-2-oxopiperidin-3-yl]ethyl}amino)-4,4-dimethyl-1-oxopentan-2-yl]-4-(trifluoromethoxy)-1H-indole-2-carboxamide C(#N)[C@H](C[C@H]1C(NCCC1)=O)NC([C@H](CC(C)(C)C)NC(=O)C=1NC2=CC=CC(=C2C1)OC(F)(F)F)=O